(S)-(4-(7-fluoropyrazolo[1,5-a]pyridin-2-yl)-6,7-dihydro-1H-imidazo[4,5-c]pyridin-5(4H)-yl)(6-methylpyrazolo[1,5-a]pyridin-3-yl)methanone FC1=CC=CC=2N1N=C(C2)[C@H]2N(CCC1=C2N=CN1)C(=O)C=1C=NN2C1C=CC(=C2)C